1,2-bis(2-iodoethoxy)ethane ICCOCCOCCI